N1=C(C=CC=C1)C1=NNC=C1C1=CC(=NC=C1)C1=CC=C(C(=O)NC2CCOCC2)C=C1 4-[4-[3-(pyridin-2-yl)-1H-pyrazol-4-yl]Pyridin-2-yl]-N-(tetrahydropyran-4-yl)benzamide